FC1=C(C=C(C=C1)C)C=1C2=C(N(N1)C)CN(C2)C#N (2-fluoro-5-methylphenyl)-1-methyl-4,6-dihydropyrrolo[3,4-c]pyrazole-5(1H)-carbonitrile